isooctyl-N-(2-aminoethyl)-beta-alanine C(CCCCC(C)C)N(CCC(=O)O)CCN